C(C)(=O)N1CCC(CC1)NC1=NC=CC(=C1)C(=O)NC[C@H]([C@H]1NCC2=CC(=CC=C2C1)O)O 2-[(1-Acetyl-4-piperidyl)amino]-N-[(2R)-2-hydroxy-2-[(3S)-7-hydroxy-1,2,3,4-tetrahydroisoquinolin-3-yl]ethyl]pyridine-4-carboxamide